C(C=C)(=O)OCCCCC[SiH2]C(Br)Br acryloxypentyl-dibromomethylsilane